FC1=CC=C(C=C1)C1=C(NC2=C1C(N(C=C2)C)=O)C2=CC(=NC=C2)NC(CC2=CC=C(C(=O)N(C)CCOC)C=C2)=O 4-[2-({4-[3-(4-Fluorophenyl)-5-methyl-4-oxo-4,5-dihydro-1H-pyrrolo[3,2-c]pyridin-2-yl]pyridin-2-yl}amino)-2-oxoethyl]-N-(2-methoxyethyl)-N-methylbenzamid